C(N)(=N)C=1C=C(SC1)[C@@H](NC(=O)[C@H]1N(CC2(OCCO2)C1)C(CNC(CCCOC1=CC=CC=C1)=O)=O)C1CC1 (S)-N-((S)-(4-carbamimidoylthiophen-2-yl)(cyclopropyl)methyl)-7-((4-phenoxybutanoyl)glycyl)-1,4-dioxa-7-azaspiro[4.4]nonane-8-carboxamide